C1(=CC=CC=C1)N(C(CC)=O)C1CCN(CC1)CCNC(OC(C)(C)C)=O tert-butyl (2-(4-(N-phenylpropionamido)piperidin-1-yl)ethyl)carbamate